(morpholin-4-yl)pyridin N1(CCOCC1)C1=NC=CC=C1